(E)-3,5-dichloro-N-(4-(((5-hydroxy-2,2-dimethyl-2H-chromen-6-yl)methylene)amino)phenyl)benzenesulfonamide ClC=1C=C(C=C(C1)Cl)S(=O)(=O)NC1=CC=C(C=C1)/N=C/C=1C(=C2C=CC(OC2=CC1)(C)C)O